cacodylic acid [As](O)(=O)(C)C